Methyl (E)-2-styrylbenzoate C(=C\C1=CC=CC=C1)/C1=C(C(=O)OC)C=CC=C1